C1C(CC1O)N.Cl (1R,3R)-3-aminocyclobutan-1-ol hydrochloride